C(C)(C)(C)OC=1C([C@](C(=O)O)(C=CC1C)[C@]1(OC(OC1)(C)C)C#C)([2H])[2H] (1S)-3-tert-butoxy-2,2-dideuterio-1-[(4R)-4-ethynyl-2,2-dimethyl-1,3-dioxolan-4-yl]4-methylbenzoic acid